4-(4-methylbenzoyl)-1H-pyrrole-2-carboxylate CC1=CC=C(C(=O)C=2C=C(NC2)C(=O)[O-])C=C1